gamma-ureidopropyl-trimethoxysilane tert-butyl-((2S,3R)-3-hydroxy-4-((3-isopropylbenzyl)amino)-1-phenylbutan-2-yl)carbamate C(C)(C)(C)N(C(O)=O)[C@@H](CC1=CC=CC=C1)[C@@H](CNCC1=CC(=CC=C1)C(C)C)O.N(C(=O)N)CCC[Si](OC)(OC)OC